FC=1C=C(C=CC1)C=1N(C=C(N1)[C@@H]1C([C@H]1C1=CC=C(C=C1)S(=O)(=O)N)(C)C)C 4-{(1S,3S)-3-[2-(3-fluorophenyl)-1-methyl-1H-imidazol-4-yl]-2,2-dimethylcyclopropyl}benzenesulfonamide